4-(1-((3-fluorophenyl)sulfonyl)cyclopropyl)-N-(thiazol-5-yl)piperidine-1-carboxamide FC=1C=C(C=CC1)S(=O)(=O)C1(CC1)C1CCN(CC1)C(=O)NC1=CN=CS1